phenyl (4-(benzo[d]thiazol-2-ylamino)phenyl)carbamate S1C(=NC2=C1C=CC=C2)NC2=CC=C(C=C2)NC(OC2=CC=CC=C2)=O